C(N)(=O)C1=C(N=C(N=N1)SC)NC1=C2C=CN(C2=CC=C1)CCOCCOCCOCCNC(OCC1=CC=CC=C1)=O Benzyl N-[2-[2-[2-[2-[4-[(6-carbamoyl-3-methylsulfanyl-1,2,4-triazin-5-yl)amino]indol-1-yl]ethoxy]ethoxy]ethoxy]ethyl]carbamate